Cl.C(=C)N(CCNCCC[Si](OC)(OC)OC)CC1=CC=CC=C1 N-[2-(N-vinylbenzylamino)ethyl]-3-aminopropyltrimethoxysilane hydrochloride